C[C@@H]1CN(C[C@@H](N1C=1N=CC2=C(N1)C(=NN2)C2=CC=C(C=C2)N2CCN(CC2)C2CCOCC2)C)C(=O)OC Methyl (3R,5S)-3,5-dimethyl-4-(3-(4-(4-(tetrahydro-2H-pyran-4-yl) piperazin-1-yl) phenyl)-1H-pyrazolo[4,3-d]pyrimidin-5-yl)piperazine-1-carboxylate